methyl 2-[(3R)-5,5-difluoro-1-(2-methyl-6-{1-methyl-5-[2-(6-oxo-5-propyl-1,6-dihydropyridazin-1-yl)ethyl]-1H-1,2,3-triazol-4-yl}pyridin-3-yl)piperidin-3-yl]acetate FC1(C[C@H](CN(C1)C=1C(=NC(=CC1)C=1N=NN(C1CCN1N=CC=C(C1=O)CCC)C)C)CC(=O)OC)F